C(C(C)(C)C)(=O)OC(C)OC(N(CCC1=C(C=CC(=C1)OC)OC)CC1=CC(=CC(=C1)C)Cl)=O 1-(((3-chloro-5-methylbenzyl)(2,5-dimethoxyphenethyl)carbamoyl)oxy)ethyl pivalate